4-(4-fluorophenyl)-N-(piperidin-4-ylmethyl)-3,4-dihydroquinoxaline-1(2H)-carboxamide FC1=CC=C(C=C1)N1CCN(C2=CC=CC=C12)C(=O)NCC1CCNCC1